(2S)-2-amino-5-carbamimidamidopentanamide N[C@H](C(=O)N)CCCNC(=N)N